C(#N)C=1C=CC(=NC1S(=O)(=O)C)C(=O)NCCC(=O)N[C@@H](C)C(=O)N[C@@H](C)C(=O)OC methyl (3-(5-cyano-6-(methylsulfonyl)picolinamido)propanoyl)-L-alanyl-L-alaninate